NC1=NC(=CC(=C1)N[C@H](C)CCC)CC1=C(C=C(C=C1)CN1CCCC1)Cl (R)-2-amino-6-(2-chloro-4-(pyrrolidin-1-ylmethyl)benzyl)-4-(pentan-2-ylamino)pyridine